[Cl-].C(=C)C1=C(C=CC=C1)[P+](C1=CC=CC=C1)(C1=CC=CC=C1)CC1=CC=CC=C1 vinylbenzyltriphenyl-phosphonium chloride